perfluoro-2-methylene-1,3-dioxane FC1(OC(OC(C1(F)F)(F)F)=C(F)F)F